O=C1C=2N=CN(C2N=CN1)CC1=CC=C(C=C1)B(O)O 4-((6-oxo-1H-purin-9-yl)methyl)phenylboronic acid